5-[4-[3-[2-(1-Piperidyl)ethoxy]pyrrolidin-1-yl]thieno[2,3-d]pyrimidin-6-yl]-1H-pyrimidine-2,4-dione N1(CCCCC1)CCOC1CN(CC1)C=1C2=C(N=CN1)SC(=C2)C=2C(NC(NC2)=O)=O